C(=O)O.ClC=1C(=CC(=NC1)NC(C1=CC(=C(C=C1)C)C1=CC2=C(N=C(N=C2)NC=2C=NN(C2)C)N2C1=NCC2)=O)C(F)(F)F N-(5-chloro-4-(trifluoromethyl)pyridin-2-yl)-4-methyl-3-(2-((1-methyl-1H-pyrazol-4-yl)amino)-8,9-dihydroimidazo[1',2':1,6]pyrido[2,3-d]pyrimidin-6-yl)benzamide formic acid salt